Cl.C(C)(C)N1OC(C2C1C(CC(C2)C)C)(C)C 1-isopropyl-3,3,5,7-tetramethyloctahydrobenzo[c]isoxazole hydrochloride